Tert-butylammonium butyl-Borate C(CCC)OB([O-])[O-].C(C)(C)(C)[NH3+].C(C)(C)(C)[NH3+]